2-ethylhexylmethyl acrylate C(C=C)(=O)OCCC(CCCC)CC